1-methyl-6-(5-(1,3,5-trimethyl-1H-pyrazol-4-yl)-1H-pyrrolo[2,3-b]pyridin-3-yl)-1H-benzo[d][1,2,3]triazole CN1N=NC2=C1C=C(C=C2)C2=CNC1=NC=C(C=C12)C=1C(=NN(C1C)C)C